N1=C(C=CC=C1)NC1=C(C(=NN1)C1=CC=C(C=C1)NC(CC1=CSC=C1)=O)C(=O)N 5-(pyridin-2-ylamino)-3-(4-(2-(thiophen-3-yl)acetamido)phenyl)-1H-pyrazole-4-carboxamide